allyl (S)-(5-(benzyloxy)-2-(6-(((tert-butyldimethylsilyl)oxy)methyl)-4-(4-(N-methylsulfamoyl)phenyl)-1,2,3,6-tetrahydropyridine-1-carbonyl)-4-methoxyphenyl)carbamate C(C1=CC=CC=C1)OC=1C(=CC(=C(C1)NC(OCC=C)=O)C(=O)N1CCC(=C[C@H]1CO[Si](C)(C)C(C)(C)C)C1=CC=C(C=C1)S(NC)(=O)=O)OC